ClC1=NC=C(C(=O)NOCC(F)(F)F)C(=C1)NC1=C(C=C(C=C1)C1CC1)N(S(=O)(=O)C)C 6-chloro-4-((4-cyclopropyl-2-(N-methylmethylsulfonamido)phenyl)amino)-N-(2,2,2-trifluoroethoxy)nicotinamide